2-(6-hydroxy-2-azaspiro[3.3]heptan-2-yl)-5-methoxybenzonitrile OC1CC2(CN(C2)C2=C(C#N)C=C(C=C2)OC)C1